(R)-3-((S)-1-(tert-butoxy)-3-(2,4-difluoro-3-(hydroxymethyl)phenyl)-1-oxopropan-2-yl)pyrrolidine-1-carboxylic acid tert-butyl ester C(C)(C)(C)OC(=O)N1C[C@H](CC1)[C@@H](C(=O)OC(C)(C)C)CC1=C(C(=C(C=C1)F)CO)F